C(C)C(CC(=O)O)(CC(=O)O)C 3-ethyl-3-Methylglutaric acid